(1R,5S,8r)-tert-Butyl 8-(((trifluoromethyl)sulfonyl)oxy)-3-azabicyclo[3.2.1]octane-3-carboxylate FC(S(=O)(=O)OC1[C@H]2CN(C[C@@H]1CC2)C(=O)OC(C)(C)C)(F)F